NC1=NC(=C2N=CN(C2=N1)CC(=O)NC1=CC(=NN1CC)C)NC1=CC=C(C=C1)CC1=CC=CC=C1 2-(2-amino-6-((4-benzylphenyl)amino)-9H-purin-9-yl)-N-(1-ethyl-3-methyl-1H-pyrazol-5-yl)acetamide